1,14-dibromo-3,6,9,12-tetraoxotetradecane BrCCC(CCC(CCC(CCC(CCBr)=O)=O)=O)=O